C(C)(C)(C)OC(=O)N1C[C@H](CCC1)NC=1C2=C(N=CN1)C(=CC(=N2)C2=NC(=NN2)COC)C(N)=O.BrCCCCCCCCCCCOC2OCCCC2 2-((11-bromoundecyl)oxy)tetrahydro-2H-pyran tert-butyl-(3S)-3-({8-carbamoyl-6-[3-(methoxymethyl)-1H-1,2,4-triazol-5-yl]pyrido[3,2-d]pyrimidin-4-yl}amino)piperidine-1-carboxylate